C1(=CC=CC=C1)CS(=O)(=O)OC1=C(OC(C1=O)([2H])C1=C(C=CC=C1)C(F)(F)F)N 2-amino-4-oxo-5-(2-(trifluoromethyl)phenyl)-4,5-dihydrofuran-3-yl-5-d phenylmethanesulfonate